ClC(C1CO1)CCl 3,4-dichloro-1,2-epoxybutane